N1=C(NC2=C1C=CC=C2)C=2C=C(C=CC2)[NH-] (3-(benzimidazol-2-yl)phenyl)amide